N1(CCN(CC1)CCN)CCN (Piperazine-1,4-diyl)diethanamine